OCN1C=NC=C1 1-hydroxymethylimidazole